4-[(1r,5s)-8-{[(1R)-2,2-difluorocyclopropyl]methyl}-3,8-diazabicyclo[3.2.1]oct-3-yl]-N-(1-methyl-1H-pyrazol-4-yl)pyrimidin-2-amine FC1([C@H](C1)CN1[C@H]2CN(C[C@@H]1CC2)C2=NC(=NC=C2)NC=2C=NN(C2)C)F